ClC1=CC=C2C(CN(C2=C1)OC)(C)C1=CC=C(C=C1)Cl 6-chloro-3-(4-chlorophenyl)-1-methoxy-3-methylindoline